(6,7-dihydro-[1,2,3]triazolo[1,5-a]pyrazin-5(4H)-yl)methanone N1=NC=C2N1CCN(C2)C=O